(3',5'-dimethoxy-4'-methyl-4-nitro-[1,1'-biphenyl]-2-yl)methanol COC=1C=C(C=C(C1C)OC)C1=C(C=C(C=C1)[N+](=O)[O-])CO